FC=1C=CC(=C2C=C(N(C12)CCNC1=NC=NC(=C1)C1=CC2=C(NC(N2)=O)C=C1)C#N)OC 7-Fluoro-1-{2-[6-(2-oxo-2,3-dihydro-1H-benzo[d]imidazol-5-yl)-pyrimidin-4-ylamino]-ethyl}-4-methoxy-1H-indol-2-carbonitril